C(C)C(C(=O)O)=O.CC=1C=C(C=CC1O)C1(C2=CC=CC=C2C=2C=CC=CC12)C1=CC(=C(C=C1)O)C 9,9-bis(3-methyl-4-hydroxyphenyl)fluorene (Z)-ethyl-glyoxylate